tert-butyl ((1s,4s)-4-((E)-((2,3-dihydro-1H-inden-5-yl) imino) methyl)cyclohexyl)carbamate C1CCC2=CC(=CC=C12)\N=C\C1CCC(CC1)NC(OC(C)(C)C)=O